C1OCC12CN(C2)CC2=C(C=C(C(=O)NC1=CC(=CC=C1)[C@H](C)NC=1C=NC=3C(N1)=NN(C3)CC)C=C2)C2CC2 (S)-4-((2-oxa-6-azaspiro[3.3]heptan-6-yl)methyl)-3-cyclopropyl-N-(3-(1-((2-ethyl-2H-pyrazolo[3,4-b]pyrazin-6-yl)amino)ethyl)phenyl)benzamide